5-isobutyrylamino-N-(3-(thiazol-2-yl)benzyl)-2-(2,2,2-trifluoroethoxy)benzamide C(C(C)C)(=O)NC=1C=CC(=C(C(=O)NCC2=CC(=CC=C2)C=2SC=CN2)C1)OCC(F)(F)F